C(CCC)CCCCCN butylamyl-amine